C(C)(=O)N1[C@H]([C@@H]([C@H](C2=CC(=CC=C12)Br)NC(OC(C)(C)C)=O)C)C |r| rac-tert-butyl ((2S,3R,4R)-1-acetyl-6-bromo-2,3-dimethyl-1,2,3,4-tetrahydroquinolin-4-yl)carbamate